O1CCC(=CC1)C1=NC2=CC(=CC(=C2C=C1C1=CC=C(C=C1)F)[C@@H](C)NC1=C(C(=O)O)C=CC=C1)C (R)-2-((1-(2-(3,6-dihydro-2H-pyran-4-yl)-3-(4-fluorophenyl)-7-methylquinolin-5-yl)ethyl)amino)benzoic acid